dimethyl 2,6-dimethylpyridine-3,5-dicarboxylate CC1=NC(=C(C=C1C(=O)OC)C(=O)OC)C